tert-butyl (1-(4-((1-(4-(1-formylcyclopropyl)phenyl)-2-oxo-1,2-dihydropyrimidin-4-yl)carbamoyl)piperazin-1-yl)-2-methyl-1-oxopropan-2-yl)carbamate C(=O)C1(CC1)C1=CC=C(C=C1)N1C(N=C(C=C1)NC(=O)N1CCN(CC1)C(C(C)(C)NC(OC(C)(C)C)=O)=O)=O